ClC1=NC=CC(=C1F)CN1CCC(CC1)C(=O)OC(C)(C)C tert-butyl 1-((2-chloro-3-fluoropyridin-4-yl)methyl)piperidine-4-carboxylate